4,7-dimethoxy-N-(4-(trifluoromethyl)benzo[d]thiazol-2-yl)benzo[d]thiazol-2-amine COC1=CC=C(C2=C1N=C(S2)NC=2SC1=C(N2)C(=CC=C1)C(F)(F)F)OC